C1=CC(=C2C(=C1O)C(=O)C3=C(C=C(C=C3O2)O)O)O The molecule is a member of the class of xanthones that is xanthone which is substituted by hydroxy groups at positions 1, 3, 5, and 8. A natural product found particularly in Iris nigricans and Gentiana campestris. It has a role as a metabolite, an EC 3.1.1.7 (acetylcholinesterase) inhibitor, a mutagen, an antioxidant and a radical scavenger. It is a member of xanthones and a tetrol. It derives from a xanthone.